N-(4-((4-isopropoxy-6-(methylsulfonyl)pyridin-2-yl)amino)-5-(1-isopropyl-1H-pyrazol-3-yl)pyridin-2-yl)acetamide C(C)(C)OC1=CC(=NC(=C1)S(=O)(=O)C)NC1=CC(=NC=C1C1=NN(C=C1)C(C)C)NC(C)=O